C(C1=C(C(=CC2=CC=CC=C12)C(=O)[O-])O)C1=C(C(=CC2=CC=CC=C12)C(=O)[O-])O methylene-bis-(2-hydroxy-3-naphthoate)